ClC=1C=C(C=C(C1)Cl)C[C@@H](C(=O)O)N(C(=O)OC)C1C2=CC=CC=C2C=2C=CC=CC12 (2S)-3-(3,5-dichlorophenyl)-2-(9H-fluoren-9-yl-methoxycarbonyl-amino)propanoic acid